(R)-N-(3-(1-(4-((1-(1-(5-(2,6-dioxopiperidin-3-yl)pyridin-2-yl)piperidine-4-carbonyl)piperidin-4-yl)oxy)phenyl)-3-(pyridin-4-yl)-1H-pyrazol-4-yl)-2-fluorophenyl)propane-1-sulfonamide O=C1NC(CC[C@@H]1C=1C=CC(=NC1)N1CCC(CC1)C(=O)N1CCC(CC1)OC1=CC=C(C=C1)N1N=C(C(=C1)C=1C(=C(C=CC1)NS(=O)(=O)CCC)F)C1=CC=NC=C1)=O